(R)-(piperidin-3-ylmethyl)carbamic acid tert-butyl ester C(C)(C)(C)OC(NC[C@H]1CNCCC1)=O